N1CC2(CC1)CC=1C(=NC=CC1)O2 3H-spiro[furo[2,3-b]pyridin-2,3'-pyrrolidine]